FC=1C=CC(=NC1)C=1C(=C(C(=NC1)C)C(=O)N)O 5-(5-fluoropyridin-2-yl)-4-hydroxy-2-methylpyridine-3-carboxamide